ClC=1C=CC(=C(C1)C1=CC=C2C(=CN=NC2=C1)NCC1=C(C=C(C=C1)OC)OC)OCC1OCC(C1)(C)C 7-[5-chloro-2-[(4,4-dimethyloxacyclopent-2-yl)methoxy]phenyl]-N-[(2,4-dimethoxyphenyl)methyl]cinnolin-4-amine